C(=O)(OCC1=CC=CC=C1)N1C[C@](CCC1)(C(=O)N(N(C)C)C)CC1=CC=CC=C1 (3R)-1-N-Cbz-3-benzyl-3-piperidinecarbonyl-(N,N',N'-trimethylhydrazine)